CC1(CCC(OC1)C=1C=C(C(=C(C1)CC(=O)OCC)OC)F)C ethyl 2-(5-(5,5-dimethyltetrahydro-2H-pyran-2-yl)-3-fluoro-2-methoxyphenyl)acetate